N-(tert-butoxycarbonyl)-L-valyl-N5-carbamoyl-N-{4-[({[(2S)-1-methoxy-3-methyl-3-(1-methyl-1H-indol-3-yl)-1-oxobutan-2-yl](methyl)carbamoyl}oxy)methyl]phenyl}-L-ornithine amide C(C)(C)(C)OC(=O)N[C@@H](C(C)C)C(=O)N[C@@H](CCCNC(N)=O)C(=O)NC1=CC=C(C=C1)COC(N(C)[C@H](C(=O)OC)C(C)(C1=CN(C2=CC=CC=C12)C)C)=O